BrC1=NN2C(N(C(CC2)=O)CC2=CC=C(C=C2)C=2N(C=C(N2)C(F)(F)F)C)=N1 2-bromo-4-(4-(1-methyl-4-(trifluoromethyl)-1H-imidazol-2-yl)benzyl)-6,7-dihydro-[1,2,4]triazolo[1,5-a]pyrimidin-5(4H)-one